8-(2-chloro-6-(trifluoromethoxy)phenyl)-9-(4-((1-(3-fluoropropyl)azetidin-3-ylidene)methyl)phenyl)-6,7-dihydro-5H-benzo[7]annulene-3-carboxylic acid ClC1=C(C(=CC=C1)OC(F)(F)F)C=1CCCC2=C(C1C1=CC=C(C=C1)C=C1CN(C1)CCCF)C=CC(=C2)C(=O)O